NCC(CC(CCCN)C)C 1,7-diamino-2,4-dimethylheptane